tert-butyl N-[4-[[2-[1-(2,6-dioxo-3-piperidyl)-3-methyl-2-oxo-benzimidazol-5-yl]-5,5-difluoro-2,7-diazaspiro[3.5]nonan-7-yl]methyl]cyclohexyl]carbamate O=C1NC(CCC1N1C(N(C2=C1C=CC(=C2)N2CC1(C2)C(CN(CC1)CC1CCC(CC1)NC(OC(C)(C)C)=O)(F)F)C)=O)=O